O=C1N(CC2=C(C=CC=C12)SCC1=C(C(=C(C(=C1F)F)CN1CCCCC1)F)F)C1C(NC(CC1)=O)=O 3-(1-oxo-4-((2,3,5,6-tetrafluoro-4-(piperidin-1-ylmethyl)benzyl)thio)isoindolin-2-yl)piperidine-2,6-dione